4-((2,6-difluorobenzyl)amino)-2-((1-(tetrahydrofuran-3-yl)-1H-pyrazol-4-yl)amino)pyrimidin-5-carboxamide FC1=C(CNC2=NC(=NC=C2C(=O)N)NC=2C=NN(C2)C2COCC2)C(=CC=C1)F